(1R)-2-methoxy-1-phenylethan-1-amine COC[C@H](N)C1=CC=CC=C1